CC1=C(N=C2N1C=CC=C2N2N=NN=C2)C methyl-2-methyl-8-(1H-tetrazol-1-yl)imidazo[1,2-a]pyridine